[4-[(1H-Indole-2-carbonylamino)methyl]phenyl]boronic acid N1C(=CC2=CC=CC=C12)C(=O)NCC1=CC=C(C=C1)B(O)O